FC(CC[Si]1(O[SiH2]O[SiH2]O[SiH2]O1)C)(F)F trifluoropropyl-methyl-cyclotetrasiloxane